Bis(6-(((Z)-non-2-en-1-yl)oxy)-6-oxohexyl) 2-(((2-(dimethylamino)ethoxy)carbonyl)oxy)succinate CN(CCOC(=O)OC(C(=O)OCCCCCC(=O)OC\C=C/CCCCCC)CC(=O)OCCCCCC(=O)OC\C=C/CCCCCC)C